ethyl 4,7-dimethylbenzofuran-2-carboxylate CC1=CC=C(C2=C1C=C(O2)C(=O)OCC)C